CC1=NC(=NC=C1S(=O)(=O)N1CC2(C1)CN(C2)CC2CC1(COC1)C2)C(F)(F)F 2-[4-methyl-2-(trifluoromethyl)pyrimidin-5-yl]sulfonyl-6-(2-oxaspiro[3.3]heptan-6-ylmethyl)-2,6-diazaspiro[3.3]heptane